ethyl 6-[[2-[tert-butoxycarbonyl(methyl)amino]acetyl]amino]-4-fluoro-5-hydroxy-indane-2-carboxylate C(C)(C)(C)OC(=O)N(CC(=O)NC1=C(C(=C2CC(CC2=C1)C(=O)OCC)F)O)C